8-bromo-N-[(5-phenyl-4H-1,2,4-triazol-3-yl)methyl]-2-(pyrrolidin-1-yl)pyrazolo[1,5-a][1,3,5]triazin-4-amine BrC=1C=NN2C1N=C(N=C2NCC2=NN=C(N2)C2=CC=CC=C2)N2CCCC2